C(#N)C[C@@]12[C@@H](CC[C@H]1[C@@H]1CCC3=CC(CC[C@]3(C)[C@H]1CC2)=O)O cyano-17α-hydroxyandrost-4-en-3-one